BrC1=CC(=C(C(=C1)C)NC(C(=O)N)C(C)(C)C)C (4-bromo-2,6-dimethylphenyl)amino-3,3-dimethylbutyramide